(1-nitro-6,7,8,9-tetrahydro-5H-benzo[7]annulen-5-yl)piperazin [N+](=O)([O-])C1=CC=CC2=C1CCCCC2N2CCNCC2